FC1=C(C=C(C=C1)N1C(=C(C2=C(C=CC=C12)O)C1=CC=C(C(=O)O)C=C1)C1(CS(C1)(=O)=O)C)C 4-[1-(4-fluoro-3-methyl-phenyl)-4-hydroxy-2-(3-methyl-1,1-dioxo-thietane-3-yl)indol-3-yl]benzoic acid